C(C)(=O)SCC=1OC2=C(N1)C=C(C=C2)C2=CC=CC=C2 S-((5-phenylbenzo[d]oxazol-2-yl) methyl) thioacetate